4-((2-Amino-4,6-dichlorophenoxy)methyl)-N-((1S,2S)-2-aminocyclohexyl)benzamide NC1=C(OCC2=CC=C(C(=O)N[C@@H]3[C@H](CCCC3)N)C=C2)C(=CC(=C1)Cl)Cl